C(#N)C1=CC=C(C=C1)C(C1=CC=CC=C1)(C1=CC=CC=C1)C1=CC=C(C=C1)C#N Bis(4-cyanophenyl)diphenylmethane